Cyclopropan-1-amine C1(CC1)N